C(C)(C)(C)C=1C=C(C2=C(N=[13C](O2)C2=CC=CC=C2)C1)C1=CC=C(C=C1)C 5-(tert-butyl)-2-phenyl-7-(p-tolyl)benzoxazole-13C